bis(3-(1-propenyl)-4-hydroxyphenyl)-p-diisopropylbenzene C(=CC)C=1C=C(C=CC1O)C=1C(=C(C=CC1C(C)C)C(C)C)C1=CC(=C(C=C1)O)C=CC